(S)-1-(6-bromo-3,4-dihydroisoquinolin-2(1H)-yl)-2-hydroxypropan-1-one BrC=1C=C2CCN(CC2=CC1)C([C@H](C)O)=O